BrC1=CC(=CC2=C1N(C(N2C=2SC(=NN2)C(F)F)=O)CC)S(=O)(=O)NC2(COC2)CF {7-bromo-3-[5-(difluoromethyl)-1,3,4-thiadiazol-2-yl]-1-ethyl-2-oxo-1,3-dihydro-1,3-benzimidazol-5-ylsulfonyl}[3-(fluoromethyl)-3-oxetanyl]amine